O=C1N(C(CC1)=O)CCCCCC(=O)OCCCCCCCCCCC undecyl 6-(2,5-dioxopyrrolidin-1-yl)hexanoate